3-(2-(5-chloro-1H-pyrrolo[2,3-b]pyridine-3-yl)-5-fluoro-7H-pyrrolo[2,3-d]pyrimidine-7-yl)bicyclo[2.2.2]octane-2-carboxylic acid ClC=1C=C2C(=NC1)NC=C2C=2N=CC1=C(N2)N(C=C1F)C1C(C2CCC1CC2)C(=O)O